Acetylaminomonocarboxylic acid C(C)(=O)NC(=O)O